C(C)(C)(C)OC(COC(C)(C)C)C 2-(2-tert-butoxypropoxy)-2-methyl-propane